COC1=CC=C(C=C1)C(OC[C@@H]1[C@H]([C@H]([C@@H](O1)N1C(NC(C(=C1)C(=O)NC)=O)=O)O)O)(C1=CC=CC=C1)C1=CC=C(C=C1)OC 1-((2R,3R,4S,5R)-5-((bis(4-methoxyphenyl)(phenyl)methoxy)methyl)-3,4-dihydroxytetrahydrofuran-2-yl)-N-methyl-2,4-dioxo-1,2,3,4-tetrahydropyrimidine-5-carboxamide